8-((cyclopropylmethyl)(4'-(dimethylamino)-[1,1'-biphenyl]-4-yl)amino)-5-methyl-6-oxo-5,6-dihydro-1,5-naphthyridine-2-carbonitrile C1(CC1)CN(C1=CC(N(C=2C=CC(=NC12)C#N)C)=O)C1=CC=C(C=C1)C1=CC=C(C=C1)N(C)C